CC=1N(C=CN1)C=1C=C(C=C(C1)C(F)(F)F)C1=NC2=C(N1)C=CC(=C2)N 2-(3-(2-methyl-1H-imidazol-1-yl)-5-(trifluoromethyl)phenyl)-1H-benz[d]imidazol-5-amine